C(=O)(O)N[C@@H](CCCCN)C(=O)O carboxylysine